C(C)C1=CC=C(CCNC2=NC3=CC=CC=C3C(=N2)NCCCO)C=C1 3-((2-((4-ethylphenethyl)amino)quinazolin-4-yl)amino)propan-1-ol